C1(CC1)C1=CC(=NN1C1=CC=C(C=C1)CN1C2=NC(=NC=C2NC1=O)C=1C(=NC=NC1OC)C1CC1)C(F)(F)F 9-({4-[5-cyclopropyl-3-(trifluoromethyl)pyrazol-1-yl]phenyl}methyl)-2-(4-cyclopropyl-6-methoxypyrimidin-5-yl)-7H-purin-8-one